2-(benzo[d][1,3]dioxole-5-yl)-4,4,5,5-tetramethyl-1,3,2-dioxaborolane O1COC2=C1C=CC(=C2)B2OC(C(O2)(C)C)(C)C